I(=O)(=O)O.CN1CN(C(=C1I)I)C 1,3-dimethyl-4,5-diiodoimidazole iodate